ClC=1C(=C(C=C(C1)OCOC)B1OC(C(O1)(C)C)(C)C)C(C)C 2-[3-chloro-2-isopropyl-5-(methoxymethoxy)phenyl]-4,4,5,5-tetramethyl-1,3,2-dioxaborolane